2-(8-methyl-1-oxa-2,8-diazaspiro[4.5]dec-2-en-3-yl)-6-(1-methylpiperidin-4-yl)quinazolin-4(3H)-one CN1CCC2(CC(=NO2)C2=NC3=CC=C(C=C3C(N2)=O)C2CCN(CC2)C)CC1